5-(5-fluoropyridin-3-yl)-2-{trans-3-[(pyrrolo[2,1-f][1,2,4]triazin-4-yl)oxy]cyclobutyl}-2,5,6,7-tetrahydro-3H-pyrrolo[2,1-c][1,2,4]triazol-3-one FC=1C=C(C=NC1)C1CCC2=NN(C(N21)=O)[C@@H]2C[C@H](C2)OC2=NC=NN1C2=CC=C1